4-((3-cyclohexyl-4,4,4-trifluoro-3-((phenoxycarbonothioyl)oxy)butyl)thio)butanoate C1(CCCCC1)C(CCSCCCC(=O)[O-])(C(F)(F)F)OC(=S)OC1=CC=CC=C1